FC(C(=O)[O-])(F)F.FC(C(=O)[O-])(F)F.C(C)(C)P(C(C)C)C(C)C.C(C)(C)P(C(C)C)C(C)C.[Pd+2] palladium (II) bis(triisopropylphosphine) bis(trifluoroacetate)